racemic-4-chloro-7-methyl-2-[(oxan-2-yl)methyl]-N-(3-sulfamoylphenyl)-2H-indazole-3-carboxamide ClC=1C2=C(N(N=C2C(=CC1)C)C[C@@H]1OCCCC1)C(=O)NC1=CC(=CC=C1)S(N)(=O)=O |r|